FC1(CC(C1)C1=NN(C(=C1C(C)C)NC(OCC(C)(F)F)=O)C)F 2,2-difluoropropyl (3-(3,3-difluorocyclobutyl)-4-isopropyl-1-methyl-1H-pyrazol-5-yl)carbamate